(2-chloro-5-fluoropyrimidin-4-yl)-2-(2,4-dimethoxybenzyl)-1,2-dihydro-3H-pyrrolo[1,2-c]Imidazol-3-one ClC1=NC=C(C(=N1)C1C=2N(C(N1CC1=C(C=C(C=C1)OC)OC)=O)C=CC2)F